OCC=1C=C(C2=C(C=CO2)C1)C=1C=C(CNC(OC(C)(C)C)=O)C=CC1 tert-butyl 3-(5-(hydroxymethyl)benzofuran-7-yl)benzylcarbamate